(2S)-2-Amino-N-[(1-aminoisoquinolin-6-yl)methyl]-3-(naphthalen-1-yl)propanamide Dihydrochloride Cl.Cl.N[C@H](C(=O)NCC=1C=C2C=CN=C(C2=CC1)N)CC1=CC=CC2=CC=CC=C12